C(C(C)C)ONC(C1=C(C=CC=C1)OC)=O N-isobutoxy-2-methoxybenzamide